BrC1=CC=C(C=C2CNCC(C2=O)=CC2=CC=C(C=C2)Br)C=C1 3,5-bis(4-bromobenzylidene)-4-piperidone